6-{[(1s,2s)-2-[(benzyloxy)methyl]cyclopropyl]methoxy}-5-bromopyridine-2-carboxylic acid C(C1=CC=CC=C1)OC[C@@H]1[C@H](C1)COC1=C(C=CC(=N1)C(=O)O)Br